ClC=1N=C2C(=NC1)N(C=C2C2=NC(=C(C(=N2)NC(CC(=O)OCC)C(C)(C=2SC=CN2)C)F)C=2SC=CC2)C(C2=CC=CC=C2)(C2=CC=CC=C2)C2=CC=CC=C2 ethyl 3-((2-(2-chloro-5-trityl-5H-pyrrolo[2,3-b]pyrazin-7-yl)-5-fluoro-6-(thiophen-2-yl)pyrimidin-4-yl)amino)-4-methyl-4-(thiazol-2-yl)pentanoate